5-cyano-4-((2-((trifluoromethyl)thio)ethyl)amino)pyridin C(#N)C=1C(=CC=NC1)NCCSC(F)(F)F